1-(4-chlorophenyl)-2,5-dimethyl-1H-pyrrole ClC1=CC=C(C=C1)N1C(=CC=C1C)C